NC1=NC(N(C2=CC(=CC=C12)Cl)C1=CC=CC=C1)=O 4-Amino-7-chloro-1-phenylquinazolin-2(1H)-one